O=CCCC(=O)C1N(CCN(C1)CC)N 4-oxo-butyryl-(4-ethyl)piperazineamine